C1CCC2=C(C=3CCCC3C=C12)NC(=O)N=S(=O)(N)C1=CC=C(C=C1)CO N'-(1,2,3,5,6,7-hexahydro-s-indacen-4-ylcarbamoyl)-4-(hydroxymethyl)-benzenesulfonimidamide